C(#N)[C@H](C[C@H]1C(NCC1)=O)NC(=O)[C@@H]1[C@H]2C([C@H]2CN1C(=O)OC(C)(C)C)(C)C (1R,2S,5S)-tert-butyl 2-(((S)-1-cyano-2-((S)-2-oxopyrrolidin-3-yl)ethyl)carbamoyl)-6,6-dimethyl-3-azabicyclo[3.1.0]hexane-3-carboxylate